7-Chloro-3-Methylthieno[2,3-c]Pyridine ClC=1N=CC=C2C1SC=C2C